methyl (R)-2-(3-oxocyclohexyl)acetate O=C1C[C@@H](CCC1)CC(=O)OC